ClC1=CC=C(C=N1)N1CN=CC=C1 3-(6-chloropyridin-3-yl)pyrimidin